O.NC=1C=C(C=C2C=C(C=C(C12)S(=O)(=O)[O-])S(=O)(=O)[O-])S(=O)(=O)O.[Na+].[Na+] disodium 8-amino-1,3,6-naphthalenetrisulfonate hydrate